BrC1=C(C(=CC=C1)F)C[C@@H](CO[Si](C)(C)C(C)(C)C)NC(OC(C)(C)C)=O (S)-tert-butyl (1-(2-bromo-6-fluorophenyl)-3-((tert-butyldimethylsilyl)oxy)propan-2-yl)carbamate